2-(3,5-Dichloro-4-((1-(4-fluorobenzyl)-6-oxo-1,6-dihydropyridazin-3-yl)methyl)phenyl)-3,5-dioxo-2,3,4,5-tetrahydro-1,2,4-triazine-6-carbonitrile ClC=1C=C(C=C(C1CC1=NN(C(C=C1)=O)CC1=CC=C(C=C1)F)Cl)N1N=C(C(NC1=O)=O)C#N